FC1=C(C(=O)N2CCC(CC2)N2CC(C2)(N2N=CC(=C2)C=2C3=C(N=CN2)NC=C3)CC#N)C(=CC=C1)OC {1-[1-(2-fluoro-6-methoxybenzoyl)piperidin-4-yl]-3-[4-(7H-pyrrolo[2,3-d]pyrimidin-4-yl)-1H-pyrazol-1-yl]azetidin-3-yl}acetonitrile